COC=1C=C(C=CC1OC)C=1NC2=CC=C(C=C2C1C(C)C)C=1C=C(C=CC1)C1=CC=2C(=NON2)C=C1 5-(3-(2-(3,4-dimethoxyphenyl)-3-isopropyl-1H-indol-5-yl)phenyl)benzo[c][1,2,5]oxadiazole